molybdenum copper-niobium [Nb].[Cu].[Mo]